N1=CN=C(C2=C1SC1=C2CCC1)N1CCN(CC1)CC=1C=C2C(N(C(C2=CC1)=O)N1C(NC(CC1)=O)=O)=O 5-((4-(6,7-dihydro-5H-cyclopenta[4,5]thieno[2,3-d]pyrimidin-4-yl)piperazin-1-yl)methyl)-2-(2,4-dioxotetrahydropyrimidine-1(2H)-yl)isoindoline-1,3-dione